(±)-Cis-4-(3-ethoxy-4-hydroxypiperidin-1-yl)-1-methyl-2-oxo-1,2-dihydropyrido[3,2-d]pyrimidine-6-carbonitrile C(C)O[C@@H]1CN(CC[C@@H]1O)C=1C2=C(N(C(N1)=O)C)C=CC(=N2)C#N |r|